SC1=NC(=C(C(N1C)=O)C1=CC=CC=C1)O Sulfanyl-6-hydroxy-3-methyl-5-phenylpyrimidin-4-one